BrC1=NN(C(=N1)N1CC2=CC=CC=C2CC1)C 2-(3-bromo-1-methyl-1H-1,2,4-triazol-5-yl)-1,2,3,4-tetrahydroisoquinoline